8-bromo-N-[(4S)-3,4-dihydro-2H-chromen-4-yl]-4-(tetrahydro-2H-pyran-4-yl)quinoline-3-carboxamide BrC=1C=CC=C2C(=C(C=NC12)C(=O)N[C@H]1CCOC2=CC=CC=C12)C1CCOCC1